2-(tert-butyl)-1'-(5-methoxy-1-methylisoquinoline-7-carbonyl)-5H-spiro[benzo[d]thiazol-6,4'-piperidin]-4(7H)-one C(C)(C)(C)C=1SC2=C(N1)C(CC1(CCN(CC1)C(=O)C1=CC(=C3C=CN=C(C3=C1)C)OC)C2)=O